4-(1-(2-(2H-tetrazol-2-yl)propyl)-3-(4-chlorobenzyl)-2,6-dioxo-1,2,3,6-tetrahydropyrimidin-4-yl)phenoxypyrimidine-2-carbonitrile N=1N(N=NC1)C(CN1C(N(C(=CC1=O)C1=CC=C(OC2=NC(=NC=C2)C#N)C=C1)CC1=CC=C(C=C1)Cl)=O)C